FC=1C(=C(C(=CC1)C(C)C)NC(=O)NS(=O)(=O)C1=CC(=CC=C1)C(C)(C)O)C(C)C N-(3-fluoro-2,6-diisopropylphenylcarbamoyl)-3-(2-hydroxypropan-2-yl)benzenesulfonamide